C1(=CC=CC2=CC=CC=C12)C1=C(C(=C(C2=NSN=C21)C2=CC=CC1=CC=CC=C21)CC(C(=O)N)(C)C)CC(C(=O)N)(C)C (4,7-di(naphthalen-1-yl)benzo[c][1,2,5]thiadiazole-5,6-diyl)bis(2,2-dimethylpropionamide)